N,N-dimethylpropan-1,3-diamin hydrochlorid Cl.CN(CCCN)C